ClC1=C(C=CC=C1C1C(NC(CC1)=O)=O)C1=CC=C(C=C1)C=1C(N(C=CC1C)C)=O 3-(2-chloro-4'-(1,4-dimethyl-2-oxo-1,2-dihydropyridin-3-yl)-[1,1'-biphenyl]-3-yl)piperidine-2,6-dione